FC(C1=CC=C(C(=N1)C1=CC=C2C=C(N=NC2=C1)OC)C=1C=NN(C1)CC(C)(C)F)F 7-{6-(Difluoromethyl)-3-[1-(2-fluoro-2-methylpropyl)-1H-pyrazol-4-yl]pyridin-2-yl}-3-methoxycinnolin